C(C1=CC=CC=C1)C(CC(F)(F)F)(C)NC(=O)C=1C=NC2=C(C(=CC=C2C1)F)F N-(1-benzyl-3,3,3-trifluoro-1-methyl-propyl)-7,8-difluoro-quinoline-3-carboxamide